(Z)-2-(5-bromo-2-fluoro-pyridine-3-carbonyl)-3-[(1,1-dimethyl-2-pyrrolidin-1-yl-ethyl)amino]Prop-2-enoic acid ethyl ester C(C)OC(\C(=C/NC(CN1CCCC1)(C)C)\C(=O)C=1C(=NC=C(C1)Br)F)=O